P(=O)(OC1=C(C(=C(C=C1)C(C)C)C(C)C)C(C)C)([O-])[O-] Trisisopropylphenyl phosphate